O(O)C(CCCC=CC=CC=CC(=O)O)CCCCCCC 11-hydroperoxy-9Z,12Z,15Z-octadecatrienoic acid